((1-(4-(6-(trifluoromethyl)pyridin-2-yl)piperazine-1-carbonyl)cyclopentyl)oxy)benzonitrile FC(C1=CC=CC(=N1)N1CCN(CC1)C(=O)C1(CCCC1)OC1=C(C#N)C=CC=C1)(F)F